1-[2-[tert-butyl-(dimethyl)silyl]oxyethyl]pyrazole-4-carbaldehyde C(C)(C)(C)[Si](OCCN1N=CC(=C1)C=O)(C)C